methyl 3-(9-((4-(aminomethyl)phenyl)carbamoyl)-4,5-dihydrobenzo[b]thieno[2,3-d]oxepin-8-yl)-6-(((1r,3s,5R,7S)-3-hydroxyadamantan-1-yl)carbamoyl)picolinate NCC1=CC=C(C=C1)NC(=O)C1=CC2=C(OCCC3=C2SC=C3)C=C1C=1C(=NC(=CC1)C(NC13CC2(C[C@H](C[C@@H](C1)C2)C3)O)=O)C(=O)OC